7-(1-methyl-1H-pyrazol-4-yl)quinolin-2-amine CN1N=CC(=C1)C1=CC=C2C=CC(=NC2=C1)N